FC=1C=C2C(=NNC2=CC1OCCOC)C1=CC(=NO1)C1=CC=C(C=C1)C(=O)N1CC(C1)N1CC2(COC2)C1 5-Fluoro-6-(2-methoxyethoxy)-3-{3-[4-(3-{2-oxa-6-azaspiro[3.3]heptan-6-yl}azetidin-1-carbonyl)phenyl]-1,2-oxazol-5-yl}-1H-indazol